FC=1C(=C(C=CC1F)C1C(OC(C1C)(C)C)=O)OC rac-3-(3,4-difluoro-2-methoxy-phenyl)-4,5,5-trimethyl-tetrahydrofuran-2-one